(7-cyano-5-fluorobenzo[b]thiophen-2-yl)boronic acid C(#N)C1=CC(=CC2=C1SC(=C2)B(O)O)F